(S)-2,N-dicyclohexyl-2-[2-(4-methanesulfonyl-phenyl)-benzimidazol-1-yl]-acetamide C1(CCCCC1)[C@@H](C(=O)NC1CCCCC1)N1C(=NC2=C1C=CC=C2)C2=CC=C(C=C2)S(=O)(=O)C